CC1([C@@H]2CCC([C@@H]([C@]2(CCC1)C)CC[C@@H](C)OC=O)=C)C [(1R)-3-[(1S,4aS,8aS)-5,5,8a-trimethyl-2-methylene-decalin-1-yl]-1-methyl-propyl]formate